6-(4-[2-[(2S,5R)-5-[[(5-chloro-6-oxo-1,6-dihydropyridazin-4-yl)oxy]methyl]oxolan-2-yl]acetyl]piperazin-1-yl)pyridine-3-carbonitrile ClC1=C(C=NNC1=O)OC[C@H]1CC[C@H](O1)CC(=O)N1CCN(CC1)C1=CC=C(C=N1)C#N